CO[C@]1(CCNCC12CCCC2)CN2C(C=C(C=C2)C2=CC=CC=C2)=O (S)-1-((10-methoxy-7-azaspiro[4.5]decan-10-yl)methyl)-4-phenylpyridin-2(1H)-one